C(CCC)C1=CC=NC(=N1)C1=C(C=CC=C1)CN1C(CCC1)C 6-butyl-2-(2-[(2-methylpyrrolidin-1-yl)methyl]phenyl)pyrimidin